N[C@@H]1CN(CCC1)C(COC=1C=C2C(=C(NC2=CC1)C1=CC(=C(C=C1)OC)OC)C(C)C)=O (S)-1-(3-Aminopiperidin-1-yl)-2-((2-(3,4-dimethoxyphenyl)-3-isopropyl-1H-indol-5-yl)oxy)ethan-1-on